(S)-methyl 2-((2S,4R)-4-methylpyrrolidine-2-carboxamido)-3-((S)-2-oxopyrrolidin-3-yl)propanoate C[C@@H]1C[C@H](NC1)C(=O)N[C@H](C(=O)OC)C[C@H]1C(NCC1)=O